tert-butyl (R)-(cyclopropylmethyl)(1-(6-((5-(6-(pyrrolidin-1-yl)pyrazin-2-yl)-1,3,4-thiadiazol-2-yl)methyl)pyridin-3-yl)piperidin-3-yl)carbamate C1(CC1)CN(C(OC(C)(C)C)=O)[C@H]1CN(CCC1)C=1C=NC(=CC1)CC=1SC(=NN1)C1=NC(=CN=C1)N1CCCC1